C1(CCC1)C1=NC(=C(C(=O)O)C=C1)N1CCC(CCC1)(F)F 6-cyclobutyl-2-(4,4-difluoroazepan-1-yl)nicotinic acid